BrC1=C(C=CC(=C1)C(=O)O)C1=CC=CC=C1 bromo-[1,1'-biphenyl]-4-carboxylic acid